2-(3-(1-benzylpiperidin-4-yl)-1H-pyrrolo[2,3-c]pyridin-1-yl)-5-fluoro-N-isopropyl-N-methylbenzamide C(C1=CC=CC=C1)N1CCC(CC1)C1=CN(C2=CN=CC=C21)C2=C(C(=O)N(C)C(C)C)C=C(C=C2)F